(2R)-N-[2-(1-benzylpiperidin-4-yl)ethyl]-4-(2,4-difluorophenyl)-2-methylpiperazine-1-carboxamide C(C1=CC=CC=C1)N1CCC(CC1)CCNC(=O)N1[C@@H](CN(CC1)C1=C(C=C(C=C1)F)F)C